OC1=C2C=CC(OC2=CC(=C1)CCCCC)(CCC=C(C)C)C 5-Hydroxy-2-methyl-2-(4-methyl-3-penten-1-yl)-7-pentyl-2H-chromene